(S)-(4-(4-chloropyrazolo[1,5-a]pyridin-2-yl)-6,7-dihydro-1H-imidazo[4,5-c]pyridin-5(4H)-yl)(5-(5-methoxypyridin-2-yl)-1,3,4-oxadiazol-2-yl)methanone ClC=1C=2N(C=CC1)N=C(C2)[C@H]2N(CCC1=C2N=CN1)C(=O)C=1OC(=NN1)C1=NC=C(C=C1)OC